C(\C=C\CCCCCCCC)(=O)OC(CCCCCCCCBr)C (E)-6-Bromohexyl-3-butyl undecenoate